CN(C=1N=C2C(=NC1)N(C(=C(C2=O)N2[C@H]1CC[C@@H]1N(CC2)C(=O)C2=NC=NC(=C2O)C)CC)CC(=O)O)C |o1:14,17| rel-2-(2-(dimethylamino)-6-ethyl-7-((1S,6S)-5-(5-hydroxy-6-methylpyrimidine-4-carbonyl)-2,5-diazabicyclo[4.2.0]octan-2-yl)-8-oxopyrido[2,3-b]pyrazin-5(8H)-yl)acetic acid